C1(CC1)CN1[C@H](CCC1)/C=C/S(=O)(=O)NC(NC1=C2CCCC2=CC=2CCCC12)=O (R,E)-2-(1-(Cyclopropylmethyl)pyrrolidin-2-yl)-N-((1,2,3,5,6,7-hexahydro-s-indacen-4-yl)carbamoyl)ethen-1-sulfonamid